C[C@@H]1CN(C[C@@H](N1)C)C=1C=NN2C1C=CC(=C2)C=2C=NN(C2)C 3-((3R,5S)-3,5-dimethylpiperazin-1-yl)-6-(1-methyl-1H-pyrazol-4-yl)pyrazolo[1,5-a]pyridine